5-bromobenzo[d]thiazole BrC=1C=CC2=C(N=CS2)C1